C(#N)C1(CNCC1)C(=O)NC=1C=CC(=NC1)C=1N=NN(C1NC(O[C@H](C)C=1C(=NC=C(C1)F)F)=O)C (R)-1-(2,5-difluoropyridin-3-yl)ethyl (4-(5-(3-cyanopyrrolidine-3-carboxamido)pyridin-2-yl)-1-methyl-1H-1,2,3-triazol-5-yl)carbamate